2-[({[2'-({[3-(Methylsulfanyl)phenyl]carbamoyl}oxy)-1,1'-binaphthyl-2-yl]oxy}carbonyl)amino]ethyl methacrylat C(C(=C)C)(=O)OCCNC(=O)OC1=C(C2=CC=CC=C2C=C1)C1=C(C=CC2=CC=CC=C12)OC(NC1=CC(=CC=C1)SC)=O